C(C)OC1=NC=C(C=N1)COC1CC2(C(N3C(O2)CC[C@H]3C3=NC=CN=C3)=O)C1 (5'S)-3-[(2-ethoxypyrimidin-5-yl)methoxy]-5'-(pyrazin-2-yl)tetrahydro-3'H-spiro[cyclobutane-1,2'-pyrrolo[2,1-b][1,3]oxazol]-3'-one